2-cyclopropyl-N-(3-(3-((4-methyl-4H-1,2,4-triazol-3-yl)methyl)oxetan-3-yl)phenyl)-6-(4-methylpiperazin-1-yl)pyrimidine-4-carboxamide C1(CC1)C1=NC(=CC(=N1)C(=O)NC1=CC(=CC=C1)C1(COC1)CC1=NN=CN1C)N1CCN(CC1)C